Methyl 4-(tert-butyl)-2-((S)-2-((S)-3,3-difluorocyclopentyl)-2-(4-(2-methyl-2H-tetrazol-5-yl)phenyl)acetamido)thiazole-5-carboxylate C(C)(C)(C)C=1N=C(SC1C(=O)OC)NC([C@H](C1=CC=C(C=C1)C=1N=NN(N1)C)[C@@H]1CC(CC1)(F)F)=O